2,6-dichlorobenzoyloxopentanoic acid ClC1=C(C(=O)C(C(C(=O)O)=O)CC)C(=CC=C1)Cl